5-(4-((7-ethyl-6-oxo-5,6-dihydro-1,5-naphthyridin-3-yl)methyl)piperazin-1-yl)-N-(tetrahydro-2H-pyran-4-yl)pyridinecarboxamide C(C)C=1C(NC=2C=C(C=NC2C1)CN1CCN(CC1)C=1C=CC(=NC1)C(=O)NC1CCOCC1)=O